N-((1S,2R,3R,4R)-1-(aminomethyl)-2,3-dihydroxy-6,8-dioxabicyclo[3.2.1]oct-4-yl)methanesulfonamide NC[C@@]12[C@@H]([C@@H]([C@H](C(OC1)O2)NS(=O)(=O)C)O)O